C(CCCCCCC\C=C/C\C=C/CCCCC)(=O)[O-].C(CCCCCCC\C=C/C\C=C/CCCCC)(=O)[O-].C(CCCCCCC\C=C/C\C=C/CCCCC)(=O)[O-].[Al+3] aluminum tri(linoleate)